sodium (2S)-6-hydroxy-6-(pyridin-2-ylmethyl)-1,4-oxazepane-2,4-dicarboxylate OC1(CN(C[C@H](OC1)C(=O)[O-])C(=O)[O-])CC1=NC=CC=C1.[Na+].[Na+]